(cis)-[4-[2-(3-hydroxycyclobutyl)-3H-imidazo[4,5-b]pyridin-7-yl]-1-piperidyl]-[4-(trifluoromethoxy)phenyl]methanone O[C@H]1C[C@H](C1)C1=NC=2C(=NC=CC2C2CCN(CC2)C(=O)C2=CC=C(C=C2)OC(F)(F)F)N1